(E)-1-(2-Bromophenyl)-3-(4-hydroxyphenyl)prop-2-en-1-one BrC1=C(C=CC=C1)C(\C=C\C1=CC=C(C=C1)O)=O